methyl (2R)-2-[2-aminoethyl(benzyloxycarbonyl)amino]-3-(4-fluorophenyl)propanoate NCCN([C@@H](C(=O)OC)CC1=CC=C(C=C1)F)C(=O)OCC1=CC=CC=C1